3-bromo-1,8-dimethyl-5-[[rac-(1R)-1-[3-(trifluoromethyl)phenyl]-ethyl]amino]pyrido[2,3-d]pyridazin-2-one BrC1=CC=2C(=C(N=NC2N[C@H](C)C2=CC(=CC=C2)C(F)(F)F)C)N(C1=O)C |r|